1,1,2,3,3-pentafluoro-4-trifluoromethyl-4-hydroxy-1,6-heptadiene FC(=C(C(C(CC=C)(O)C(F)(F)F)(F)F)F)F